tert-butyl 3-[[3-cyclopropyl-1-(2-fluoro-4-iodo-phenyl)-6,8-dimethyl-2,4,7-trioxo-pyrido[2,3-d]pyrimidin-5-yl]amino]azetidine-1-carboxylate C1(CC1)N1C(N(C2=C(C1=O)C(=C(C(N2C)=O)C)NC2CN(C2)C(=O)OC(C)(C)C)C2=C(C=C(C=C2)I)F)=O